3-((S)-2-(4-((4-methylpyridin-2-yl)amino)butyrylamino)-3-phenylpropionamido)propanoic acid CC1=CC(=NC=C1)NCCCC(=O)N[C@H](C(=O)NCCC(=O)O)CC1=CC=CC=C1